sulfo-N-hydroxysulfosuccinimide C1C(=O)N(C(=O)C1(S(=O)(=O)O)S(=O)(=O)O)O